(S)-quinuclidin-3-yl (5'-(4-fluorophenyl)-1',3'-dihydrospiro[cyclopropane-1,2'-inden]-1'-yl)carbamate FC1=CC=C(C=C1)C=1C=C2CC3(C(C2=CC1)NC(O[C@@H]1CN2CCC1CC2)=O)CC3